C(C1=CC=CC=C1)OC(=O)N1CC2OC2(CC1)C1=CC2=C(N=CN=C2N[C@H](C)C2=C(C(=CC=C2)C(F)F)F)N(C1=O)C 6-(4-(((R)-1-(3-(difluoromethyl)-2-fluorophenyl)ethyl)amino)-8-methyl-7-oxo-7,8-dihydropyrido[2,3-d]Pyrimidin-6-yl)-7-oxa-3-azabicyclo[4.1.0]Heptane-3-carboxylic acid benzyl ester